2-methoxyethyl-1H-benzimidazole-6-carboxylate COCCOC(=O)C=1C=CC2=C(NC=N2)C1